1-[(4-benzyloxy-5-methyl-2-propyl-pyrazole-3-carbonyl)amino]-1-methyl-thiourea C(C1=CC=CC=C1)OC1=C(N(N=C1C)CCC)C(=O)NN(C(=S)N)C